5-chloro-2-[2-[(3,6-difluoro-2-pyridinyl)amino]-3-pyridinyl]-6-(5-methyl-1H-indazol-4-yl)pyrimidine-4-carboxamide ClC=1C(=NC(=NC1C1=C2C=NNC2=CC=C1C)C=1C(=NC=CC1)NC1=NC(=CC=C1F)F)C(=O)N